OCCCCCCCCCNC(CC)=O N-(9-hydroxynonyl)propanamide